C(C)(=O)C=1C=C(C=CC1)NC(CCC(=O)O)=O 4-[(3-ACETYLPHENYL)AMINO]-4-OXOBUTANOIC ACID